4-[3-(1H-tetrazol-5-yl)phenyl]-1,4-dihydrobenzo[f]quinoxaline-2,3-dione N1N=NN=C1C=1C=C(C=CC1)N1C(C(NC=2C3=C(C=CC12)C=CC=C3)=O)=O